CC=1C=C(C=C(C1)C)C=1C(=C(C(=C2C1C(=O)NC2=O)C2=CC(=CC(=C2)C)C)OC=2C=C1C(C(=O)NC1=O)=CC2)C2=CC(=CC(=C2)C)C tris(3,5-dimethylphenyl)-4,4'-oxydiphthalimide